C(C)OC(=O)C=1C=NN(C1)CC1=CC=C(C=C1)C 1-(4-methylbenzyl)-1H-pyrazole-4-carboxylic acid ethyl ester